vinyl α-chloropropionate ClC(C(=O)OC=C)C